CS(=O)(=O)C=1N=NC=CN1 3-(methylsulfonyl)-1,2,4-triazine